C1(=CC=CC=C1)NC=1C=CC=C2C=CC=C(C12)S(=O)(=O)O 8-(phenylamino)naphthalene-1-sulfonic acid